C1(CCCC1)OC(=O)C(CCC[C@H](N)C(=O)O)N ε-cyclopentyloxycarbonyl-L-lysine